3-methyl-3-methoxybutyl-propione CC(CCCCC(CC)=O)(C)OC